C(C)(=O)N(C=1SC2=C(C1C(=O)OC)C=CC(=C2Cl)O)CCC2=C(C=CC=C2)F Methyl 2-[acetyl(2-fluorophenylethyl)amino]-7-chloro-6-hydroxy-1-benzothiophene-3-carboxylate